OC(C[N+](C)(C)C)COC1=CC2=NC3=CC=CC=C3N=C2C=C1O 2-hydroxy-3-[(3-hydroxyphenazin-2-yl)oxy]-N,N,N-trimethyl-propan-1-aminium